ClC=1C=CC=C2C=CC=C(C12)C1=C2C(=C3C(=NC(=NC3=C1)OC[C@H]1N(CCC1)C)N1[C@H](CN(CC1)C(C=C)=O)C)OCCC2 1-((S)-4-(5-(8-chloronaphthalen-1-yl)-8-(((S)-1-methylpyrrolidin-2-yl)methoxy)-3,4-dihydro-2H-pyrano[2,3-f]quinazolin-10-yl)-3-methylpiperazin-1-yl)prop-2-en-1-one